C(C1=CC=CC=C1)SC1=CC2=C(C(=N1)Br)OCC(O2)C 7-(benzylthio)-5-bromo-2-methyl-2,3-dihydro-[1,4]dioxino[2,3-c]pyridine